tert-butyl 3-(4-(dimethylcarbamoyl)-3-fluorophenylamino)azetidine-1-carboxylate CN(C(=O)C1=C(C=C(C=C1)NC1CN(C1)C(=O)OC(C)(C)C)F)C